O1CCC(CC1)N1N=CC2=CC=C(C=C12)C(=O)OC methyl 1-(tetrahydro-2H-pyran-4-yl)-1H-indazole-6-carboxylate